CC1=C2C=NNC2=CC=C1C1=C2C=C(N=CC2=CC=N1)NC1=CC=C(C=C1)S(=O)(=O)C 5-(4-methyl-1H-indazol-5-yl)-N-(4-(methylsulfonyl)phenyl)-2,6-naphthyridin-3-amine